1-(4-Methoxyphenyl)-2-(1-methyl-1H-benzo[d]imidazol-2-yl)vinyl-4-methoxybenzoate COC1=CC=C(C=C1)C(=CC1=NC2=C(N1C)C=CC=C2)OC(C2=CC=C(C=C2)OC)=O